FC1=C2[C@H](N(C(C2=CC=C1C1=NC=CC(=C1)CN1C[C@@H](CC1)C(C)(C)O)=O)[C@@H]1C(NC(CC1)=O)=O)C (S)-3-((R)-4-fluoro-5-(4-(((R)-3-(2-hydroxypropan-2-yl)pyrrolidin-1-yl)methyl)pyridin-2-yl)-3-methyl-1-oxoisoindolin-2-yl)piperidine-2,6-dione